FC=1C=CC(=NC1)NC(CN1C=2N(C(C3=C1C(N(C3)C(C)C)=O)=O)N=C(C2)C(=O)NC2=NC=CC=N2)=O 4-{2-[(5-fluoropyridin-2-yl)amino]-2-oxoethyl}-5,8-dioxo-6-(propan-2-yl)-N-(pyrimidin-2-yl)-5,6,7,8-tetrahydro-4H-pyrazolo[1,5-a]pyrrolo[3,4-d]pyrimidine-2-carboxamide